4-allyl-5-quinolin-6-yl-4H-1,2,4-triazole-3-thiol C(C=C)N1C(=NN=C1C=1C=C2C=CC=NC2=CC1)S